6'-fluoro-N-(4-fluoro-3-(((2-methyloxazol-5-yl)methyl)carbamoyl)benzyl)-4'-oxo-3',4'-dihydro-1'H-spiro[piperidine-4,2'-quinoline]-1-carboxamide FC=1C=C2C(CC3(NC2=CC1)CCN(CC3)C(=O)NCC3=CC(=C(C=C3)F)C(NCC3=CN=C(O3)C)=O)=O